C1(CC1)NC(=O)C=1C(=CC(=C(C1)C=1C=NN(C1)C1=CN=C2N1C=C(C=C2)C(=O)O)C)F 3-{4-[5-(cyclopropylcarbamoyl)-4-fluoro-2-methylphenyl]-1H-pyrazol-1-yl}imidazo[1,2-a]pyridine-6-carboxylic acid